(R)-ethyl 2-(2-((5-bromo-1'-propyl-2,3-dihydrospiro[indene-1,4'-piperidin]-3-yl)oxy)phenyl)acetate BrC=1C=C2[C@@H](CC3(CCN(CC3)CCC)C2=CC1)OC1=C(C=CC=C1)CC(=O)OCC